COC=1C(C(CC(C1)(C)C)C(C(=O)OCC)=O)=O ethyl (3-methoxy-5,5-dimethyl-2-oxocyclohex-3-en-1-yl)(oxo)acetate